N-((5-(cyclobutylmethyl)-2,3-dihydro-1H-inden-4-yl)carbamoyl)-5-(2-hydroxypropan-2-yl)thiophene-2-sulfonimidamide C1(CCC1)CC=1C(=C2CCCC2=CC1)NC(=O)NS(=O)(=N)C=1SC(=CC1)C(C)(C)O